4-(3-(4,4-difluorocyclohexyl)-2-oxo-7-(trifluoromethyl) indolin-3-yl)-2-fluorophenyl trifluoromethanesulfonate FC(S(=O)(=O)OC1=C(C=C(C=C1)C1(C(NC2=C(C=CC=C12)C(F)(F)F)=O)C1CCC(CC1)(F)F)F)(F)F